OCC([C@](C=O)(N1[C@@H](CCC1)C(N[C@@H](C)C1=CC=C(C=C1)C1=C(N=CS1)C)=O)N1N=NC(=C1)OC(=O)N1CCCCC1)(C)C ((S)-1-((2S,4R)-4-hydroxy-2-((((S)-1-(4-(4-methylthiazol-5-yl)phenyl)ethyl)carbamoyl)pyrrolidin-1-yl)-3,3-dimethyl-1-oxobutane-2-yl)-1H-1,2,3-triazol-4-yl)piperidine-1-carboxylate